OC[C@H]1N(C2=CC=CC=C2C1)C(=O)[O-] (S)-2-(hydroxymethyl)indoline-1-carboxylate